6-(4-isopropyl-3-(3-methyl-5-(1-propylpiperidin-4-yl)pyridin-2-yl)-1H-pyrazol-5-yl)-8-methoxy-[1,2,4]triazolo[1,5-a]pyridine C(C)(C)C=1C(=NNC1C=1C=C(C=2N(C1)N=CN2)OC)C2=NC=C(C=C2C)C2CCN(CC2)CCC